N1=CC=NC=2C1=CC=1N=CC=NC1C2 pyrazino[2,3-g]quinoxaline